BrC1=NC(=CC(=C1)C(=O)OC)Br Methyl 2,6-dibromopyridine-4-carboxylate